C(C)OC(NC1CC(CC(C1)(C)C)(C)CNC(=O)OCC)=O 3-(ethoxycarbonylamino-methyl)-3,5,5-trimethylcyclohexylcarbamic acid ethyl ester